(S)-2-[2-(2-amino-pyridin-3-yl)-benzimidazol-1-yl]-2,N-dicyclohexyl-acetamide NC1=NC=CC=C1C1=NC2=C(N1[C@H](C(=O)NC1CCCCC1)C1CCCCC1)C=CC=C2